C(\C=C\C1=CC(OC)=C(O)C(OC)=C1)(=O)OC METHYL SINAPATE